2,5-diphenylazole C1(=CC=CC=C1)C=1NC(=CC1)C1=CC=CC=C1